l-β-D-ribofuranosyl-2(1H)-pyrimidinone [C@@H]1([C@H](O)[C@H](O)[C@H](O1)CO)N1C(N=CC=C1)=O